BrC1=CC2=C(N=C(C=3N2C=NN3)N3CC(C3)NC)N=C1 1-(8-bromopyrido[2,3-e][1,2,4]triazolo[4,3-a]pyrazin-4-yl)-N-methylazetidine-3-amine